C(C)(C)(C)OC(N(C1CC1)CC1=NN(C=C1Br)C)=O.N1CCC2(CC1)CN(C1=CC=CC=C12)CCC 1-(spiro[indoline-3,4'-piperidine]-1-yl)propane tert-butyl-((4-bromo-1-methyl-1H-pyrazol-3-yl)methyl)(cyclopropyl)carbamate